N-methyl-4-hexadecyl-N-octadecyl-anilinium [tetrakis(perfluoronaphthyl) borate] FC1=C(C2=C(C(=C(C(=C2C(=C1F)F)F)F)F)F)[B-](C1=C(C(=C(C2=C(C(=C(C(=C12)F)F)F)F)F)F)F)(C1=C(C(=C(C2=C(C(=C(C(=C12)F)F)F)F)F)F)F)C1=C(C(=C(C2=C(C(=C(C(=C12)F)F)F)F)F)F)F.C[NH+](C1=CC=C(C=C1)CCCCCCCCCCCCCCCC)CCCCCCCCCCCCCCCCCC